NC1(COC1)C1=C(C=C(C=C1)C=1C2=C(N=C(N1)N1[C@H]([C@@H](C1)O)C)C(CC2)(F)F)C(F)(F)F (2S,3R)-1-(4-(4-(3-aminooxetan-3-yl)-3-(trifluoromethyl)phenyl)-7,7-difluoro-6,7-dihydro-5H-cyclopenta[d]pyrimidin-2-yl)-2-methylazetidin-3-ol